NC1=CC2=CN(N=C2C=C1C1=CC=C(C=C1)C(F)(F)F)CCC(C)(O)C 4-(5-amino-6-(4-(trifluoromethyl)phenyl)-2H-indazol-2-yl)-2-methylbutan-2-ol